CN1OC[C@@H](C1=C=O)NC(=O)C1=CN=C2N1N=C(C=C2NC)NC=2C(N(C=CC2)C2=NC=CC=C2)=C=O (R)-N-(2-methyl-3-carbonylisoxazolidin-4-yl)-8-(methylamino)-6-((2-carbonyl-2H-[1,2'-bipyridyl]-3-yl)amino)imidazo[1,2-b]pyridazine-3-carboxamide